dimethyl-(tridecenyl)amine CN(C=CCCCCCCCCCCC)C